N-[2-(3-{(1R)-1-[(6-bromo-2-methylpyrido[3,4-d]pyrimidin-4-yl)amino]ethyl}-2-fluorophenyl)-2,2-difluoroethyl]-N-methylmethanesulfonamide BrC1=CC2=C(N=C(N=C2N[C@H](C)C=2C(=C(C=CC2)C(CN(S(=O)(=O)C)C)(F)F)F)C)C=N1